tert-butyl (3S,5S)-3-({8-carbamoyl-6-[6-(3-hydroxypyrrolidin-1-yl)pyridin-3-yl]pyrido[3,2-d]pyrimidin-4-yl}amino)-5-fluoropiperidine-1-carboxylate C(N)(=O)C1=CC(=NC2=C1N=CN=C2N[C@@H]2CN(C[C@H](C2)F)C(=O)OC(C)(C)C)C=2C=NC(=CC2)N2CC(CC2)O